FC(C(=O)O)(F)F.ClC1=C(C=CC=C1[C@]1(NC(N(C(C1)=O)[C@H]1C[C@H](OCC1)C)=N)C)NC(=O)C=1C=2N(C=CN1)C=CN2 |o1:21,23| N-(2-Chloro-3-{(4S)-2-imino-4-methyl-1-[(2R*,4R*)-2-methyl-tetrahydropyran-4-yl]-6-oxo-hexahydropyrimidin-4-yl}phenyl)-imidazo[1,2-a]pyrazine-8-carboxamide trifluoroacetic acid salt